FC=1C=C2C=C(N(C2=C(C1)CCC(F)(F)F)C(=O)OC(C)(C)C)C(=O)OC O1-tert-butyl O2-methyl 5-fluoro-7-(3,3,3-trifluoropropyl)indole-1,2-dicarboxylate